C(C=C)N1C(C(=CC=C1)CNC(OC(C)(C)C)=O)=O tert-butyl ((1-allyl-2-oxo-1,2-dihydropyridin-3-yl)methyl)carbamate